N-(4-chlorophenyl)-2-methylpropionamidine hydrochloride Cl.ClC1=CC=C(C=C1)NC(C(C)C)=N